Cl.CN1N=C(C2=CC=CC(=C12)N1CC2(C1)CCC(CC2)CN2CCNCC2)C2C(NC(CC2)=O)=O 3-(1-methyl-7-(7-(piperazin-1-ylmethyl)-2-azaspiro[3.5]nonan-2-yl)-1H-indazol-3-yl)piperidine-2,6-dione hydrochloride